(2S)-4-(5-(3-((2-((S)-3-carboxybutanoyl)-6-methoxy-3,4,7-trimethylisoindolin-5-yl)oxy)propoxy)-6-methoxyisoindolin-2-yl)-2-methyl-4-oxobutanoic acid C(=O)(O)[C@H](CC(=O)N1CC2=C(C(=C(C(=C2C1C)C)OCCCOC=1C=C2CN(CC2=CC1OC)C(C[C@@H](C(=O)O)C)=O)OC)C)C